BrC=1C(=NC(=NC1C)C(C)(F)F)C 5-bromo-2-(1,1-difluoroethyl)-4,6-dimethylpyrimidine